C(C)(C)C=1C=CC=2N(C=3C=CC=CC3C2N1)CC1=CC=C(CP(O)(O)=O)C=C1 (4-((2-isopropyl-5H-pyrido[3,2-b]indol-5-yl)methyl)benzyl)phosphonic acid